oxathiazolium chloride salt [Cl-].O1S[NH2+]C=C1